(R)-3-amino-6-(3-(5-(3-hydroxy-1-methyl-2-oxopyrrolidin-3-yl)isoxazol-3-yl)phenyl)-4-(trifluoromethyl)pyridineamide NC=1C(=NC(=CC1C(F)(F)F)C1=CC(=CC=C1)C1=NOC(=C1)[C@]1(C(N(CC1)C)=O)O)C(=O)N